4-(2,4,6-trichlorophenylaminocarbonyl)-2,2,3,3,4,4-hexafluorobutyrate ClC1=C(C(=CC(=C1)Cl)Cl)NC(=O)C(C(C(C(=O)[O-])(F)F)(F)F)(F)F